1-methyl-1-propylpyrrolidinium bis(trifluoromethylsulfonyl)imide salt [N-](S(=O)(=O)C(F)(F)F)S(=O)(=O)C(F)(F)F.C[N+]1(CCCC1)CCC